(S)-5,8-dichloro-7-(methoxy(oxetan-3-yl)methyl)-2-((4-methoxy-6-methyl-2-oxo-1,2-dihydropyridin-3-yl)methyl)-3,4-dihydroisoquinolin-1(2H)-one ClC1=C2CCN(C(C2=C(C(=C1)[C@H](C1COC1)OC)Cl)=O)CC=1C(NC(=CC1OC)C)=O